FC=1C(=C(C=CC1)NS(=O)(=O)C1=CC=C(C=C1)S(=O)(=O)N(C)C)N1CCC(CC1)OC1=NC=CC=C1 N1-(3-fluoro-2-(4-(pyridin-2-yloxy)piperidin-1-yl)phenyl)-N4,N4-dimethylbenzene-1,4-disulfonamide